5-chloro-N-(3-chloro-4-(4-(4-methylpiperazin-1-yl)piperidin-1-yl)phenyl)-4-(1-isopropyl-1H-indol-3-yl)pyrimidin-2-amine ClC=1C(=NC(=NC1)NC1=CC(=C(C=C1)N1CCC(CC1)N1CCN(CC1)C)Cl)C1=CN(C2=CC=CC=C12)C(C)C